CC1=C(CCC1)C(=O)O methyl-1-cyclopentenecarboxylic acid